(1,3-dioxoisoindolin-2-yl)-4-ethylbenzoic acid O=C1N(C(C2=CC=CC=C12)=O)C1=C(C(=O)O)C=CC(=C1)CC